4-(2-((1-((dimethylamino)methyl)-2,2-difluorocyclopropyl)methoxy)-7-(8-ethynyl-2-fluoro-3-Hydroxynaphthalen-1-yl)-6,8-difluoroquinazolin-4-yl)-6-methyl-1,4-oxaazepan-6-ol CN(C)CC1(C(C1)(F)F)COC1=NC2=C(C(=C(C=C2C(=N1)N1CCOCC(C1)(O)C)F)C1=C(C(=CC2=CC=CC(=C12)C#C)O)F)F